BrC1=NC(=CC(=C1)OC[C@@H](C)OC)[C@]1(COCC1)OC 2-bromo-4-((R)-2-methoxypropoxy)-6-((R)-3-methoxytetrahydrofuran-3-yl)pyridine